4-(3-aminopyrazol-1-yl)-N-methyl-benzenesulfonamide NC1=NN(C=C1)C1=CC=C(C=C1)S(=O)(=O)NC